COC(=O)C1=CC=CC2=C1NC(=N2)Cl 2-chloro-1H-benzo[d]imidazole-7-carboxylic acid methyl ester